4-{[3-(8-{[(3S,4R)-3-fluoro-1-methylpiperidin-4-yl]amino}-3-[(trifluoromethyl)sulfanyl]indolizin-2-yl)prop-2-yn-1-yl]amino}-3-methoxy-N-methylbenzamide F[C@H]1CN(CC[C@H]1NC1=CC=CN2C(=C(C=C12)C#CCNC1=C(C=C(C(=O)NC)C=C1)OC)SC(F)(F)F)C